2-methoxy-2-(2,2,2-trifluoroethoxy)chromone COC1(OC2=CC=CC=C2C(C1)=O)OCC(F)(F)F